4-chloro-N-[[(4S)-2,2-dimethyl-1,3-dioxolan-4-yl]methyl]-6-methyl-phthalazin-1-amine ClC1=NN=C(C2=CC=C(C=C12)C)NC[C@@H]1OC(OC1)(C)C